NCC1=CC=C(C(=O)N(CC(=O)OC(C)(C)C)CCO)C=C1 tert-butyl N-(4-(aminomethyl)benzoyl)-N-(2-hydroxyethyl)glycinate